1,3,5-cyclohexanetricarboxylic acid trihydrazide C1(CC(CC(C1)C(=O)NN)C(=O)NN)C(=O)NN